Cl.NC1CC2CCC(C1)N2C2=NC(=C(C=1N2C=CN1)C1=CC(=C(C=C1)C)O)C1=CC(=C(C#N)C=C1)F 4-(5-(3-amino-8-azabicyclo[3.2.1]octane-8-yl)-8-(3-hydroxy-4-methylphenyl)imidazolo[1,2-c]pyrimidin-7-yl)-2-fluorobenzonitrile hydrochloride